Cl.NC/C(/CN1N=CN(C1=O)CC=1SC(=CC1)C1=C2C=CC=NC2=CC=C1)=C\F 2-[(2E)-2-(aminomethyl)-3-fluoroprop-2-en-1-yl]-4-[5-(quinolin-5-yl)thiophen-2-yl]methyl-2,4-dihydro-3H-1,2,4-triazol-3-one hydrochloride